2-((3-(difluoromethyl)-1-methyl-1H-pyrazol-5-yl)oxy)-1-(4-methoxyphenyl)ethan-1-one-O-methyloxime CON=C(COC1=CC(=NN1C)C(F)F)C1=CC=C(C=C1)OC